(1-tert-butoxycarbonylazetidin-3-yl)-iodo-zinc C(C)(C)(C)OC(=O)N1CC(C1)[Zn]I